2-(2-chlorobenzo[b]thiophen-3-yl)-4,4,5,5-tetramethyl-1,3,2-dioxaborolane ClC1=C(C2=C(S1)C=CC=C2)B2OC(C(O2)(C)C)(C)C